(2S)-2-[4-chloro-2-(1,2-oxazol-5-yl)phenoxy]propionic acid ClC1=CC(=C(O[C@H](C(=O)O)C)C=C1)C1=CC=NO1